2-(1H-imidazol-5-yl)-6-methyl-N-(3-(4'-(trifluoromethoxy)-[1,1'-biphenyl]-4-yl)propyl)thieno[2,3-d]pyrimidin-4-amine N1C=NC=C1C=1N=C(C2=C(N1)SC(=C2)C)NCCCC2=CC=C(C=C2)C2=CC=C(C=C2)OC(F)(F)F